C(#N)C1=NC(=CC=C1N1N=NC(=C1)C(=O)NCC=1SC(=NN1)C1=CC=CC=C1)C 1-(2-cyano-6-methylpyridin-3-yl)-N-((5-phenyl-1,3,4-thiadiazol-2-yl)methyl)-1H-1,2,3-triazole-4-carboxamide